beta-hydroxypropyl-methyl-methacrylamide OC(CC(=C(C(=O)N)C)C)C